ClC1=C(C=C(C=C1NC1=NC=2N(C(=N1)NC1CC1)N=CC2C#N)C#N)N2CCN(CC2)C2CN(C2)C(=O)OC(C)(C)C tert-butyl 3-(4-(2-chloro-5-cyano-3-((8-cyano-4-(cyclopropylamino)pyrazolo[1,5-a][1,3,5]triazin-2-yl)amino)phenyl)piperazin-1-yl)azetidine-1-carboxylate